FC(C(=O)O)(F)F.ClC=1C(=NC(=NC1)NC1=CC(=CC(=C1)C)C)NC=1C=CC2=C(NC(O2)=O)C1 5-(5-chloro-2-(3,5-dimethylphenylamino)pyrimidin-4-ylamino)benzo[d]oxazol-2(3H)-one trifluoroacetate salt